COC1(COCC1)C1=CC(=CC(=N1)C(=O)O)C 6-(3-methoxytetrahydrofuran-3-yl)-4-methylpyridinecarboxylic acid